C([C@@H]1[C@H]([C@@H]([C@@H]([C@H](O1)O[C@H]2[C@H]([C@@H]([C@H](O[C@@H]2OC[C@@H]3[C@H]([C@@H]([C@@H](O3)O[C@H]4[C@@H]([C@H](O[C@@H]4OC[C@@H]5[C@H]([C@@H]([C@H](O5)OC[C@@H]6[C@H]([C@@H](C(O6)O)O)O)O)O)CO)O)O)O)CO)O)O)O)O)O)O The molecule is a hexasaccharide composed of two mannopyranose and four arabinofuranose residues in an alpha(1->2), alpha(1->5), beta(1->2), alpha(1->5) and alpha(1->5) linear sequence.